(2S,3R)-ethylene oxide ethyl-formate C(C)OC=O.C1CO1